1-diazo-4-(3-thienyl)-1-trimethylsilyl-butan-2-one [N+](=[N-])=C(C(CCC1=CSC=C1)=O)[Si](C)(C)C